ClC=1C=CC(=C(C(=O)OC)C1)C=O methyl 5-chloro-2-formylbenzoate